methyl 2-(5-chloro-4-cyclopropyl-2-oxopyridin-1(2H)-yl)-4-methylpentanoate ClC=1C(=CC(N(C1)C(C(=O)OC)CC(C)C)=O)C1CC1